C[SiH](C1=CC=C(C=C1)OC(F)(F)F)C dimethyl-(4-trifluoromethoxyphenyl)silane